tert-butyl(2-iodoethoxy)dimethylsilane C(C)(C)(C)[Si](C)(C)OCCI